N1N=NC(=C1)C1C(C1)CN1C(C2=CC=CC=C2C1CC1=C(C=NN1C)Cl)=O 2-((2-(1H-1,2,3-triazol-4-yl)cyclopropyl)methyl)-3-((4-chloro-1-methyl-1H-pyrazol-5-yl)methyl)isoindolin-1-one